dipentaerythritol 4'-methoxyphenylmalonate COC(C(=O)O)(C(=O)O)C1=CC=CC=C1.OCC(CO)(CO)CO.OCC(CO)(CO)CO